2-[4-[[(3R)-1-(cyclopropylmethyl)-3-piperidyl]amino]phthalazin-1-yl]-5-methyl-sulfonyl-phenol C1(CC1)CN1C[C@@H](CCC1)NC1=NN=C(C2=CC=CC=C12)C1=C(C=C(C=C1)S(=O)(=O)C)O